OC1CN(C1)C=1C=C(C=C(C1)C=1C=NOC1)C1=CC=CC=2N1N=CC2C(=O)N2CCCCC2 (7-(3-(3-hydroxyazetidin-1-yl)-5-(isoxazol-4-yl)phenyl)pyrazolo[1,5-a]pyridin-3-yl)(piperidin-1-yl)methanone